dimethyl-(1-methylindenyl)zirconium C[Zr](C=1C(C2=CC=CC=C2C1)C)C